OC=1C=C(C=C(C1)C=CC1=CC=CC=C1)[O-] 3-hydroxy-5-(2-phenyl-1-ethenyl)phenolate